1-benzyl-6-(1,4-dimethyl-1H-pyrazol-5-yl)-2-methyl-4-nitro-1H-benzo[d]imidazole C(C1=CC=CC=C1)N1C(=NC2=C1C=C(C=C2[N+](=O)[O-])C2=C(C=NN2C)C)C